OC1(CC2(C1)CN(CCC2)C(=O)OC(C)(C)C)C=C tert-butyl (2R,4S)-2-hydroxy-2-vinyl-6-azaspiro[3.5]nonane-6-carboxylate